3-(5-(((1S,2S)-2-(3-morpholinoazetidin-1-yl)cyclohex-yl)oxy)-1-oxoisoindolin-2-yl)piperidine-2,6-dione O1CCN(CC1)C1CN(C1)[C@@H]1[C@H](CCCC1)OC=1C=C2CN(C(C2=CC1)=O)C1C(NC(CC1)=O)=O